FC(C)(F)C1=NC=CC(=N1)NC1=C(C=NC(=C1)NC(C)=O)C1=NC=C(C=C1)COC N-(4'-((2-(1,1-difluoroethyl)pyrimidin-4-yl)amino)-5-(methoxymethyl)-[2,3'-bipyridin]-6'-yl)acetamide